4-(6-(4-fluorophenyl)-4-(1-methyl-1H-pyrazol-3-yl)pyridin-3-yl)pyrrolidin-3-ol TFA salt OC(=O)C(F)(F)F.FC1=CC=C(C=C1)C1=CC(=C(C=N1)C1C(CNC1)O)C1=NN(C=C1)C